ClC1=C(C=C(C=C1)C1(CN(C1)C(=O)OC(C)(C)C)O)OC tert-butyl 3-(4-chloro-3-methoxyphenyl)-3-hydroxyazetidine-1-carboxylate